OC1=C(C(=O)N(C2=CC=CC=C2)C)C(=CC(=C1)C(C)(CCCCCC)C)O 2,6-dihydroxy-N-methyl-4-(2-methyloctan-2-yl)-N-phenylbenzamide